ClC1=CC=CC2=C1CCCCC2 1-chloro-6,7,8,9-tetrahydro-5H-benzo[7]annulen